C(C1=CC=CC=C1)OC1=NC(=CC=C1Br)OCC1=CC=CC=C1 2,6-bis-benzyloxy-3-bromo-pyridine